CCCCCCCCCCCCCCCCCCCCCCCC(=O)N[C@@H](CO[C@@H]1[C@@H]([C@H]([C@H]([C@H](O1)CO)O)O)O)[C@@H]([C@@H](CCCCCCCCCCCCCC)O)O The molecule is a glycophytoceramide having an alpha-D-galactopyranosyl residue at the O-1 position and a tetracosanoyl group attached to the nitrogen. It derives from an alpha-D-galactose.